C(CC)(=O)NC[C@]1([C@H]([C@@H](N[C@H]1CC(C)(C)C)C(=O)NC1=C(C(=O)O)C=CC=C1OC)C1=C(C(=CC=C1)Cl)F)C1=C(C=C(C=C1)Cl)F ((2R,3S,4S,5S)-4-(propionylaminomethyl)-3-(3-chloro-2-fluorophenyl)-4-(4-chloro-2-fluorophenyl)-5-neopentylpyrrolidine-2-carboxamido)-3-methoxybenzoic acid